6-ethylsulfanyl-1,3-dimethyl-2-oxo-benzimidazole-5-carbonyl chloride C(C)SC=1C(=CC2=C(N(C(N2C)=O)C)C1)C(=O)Cl